(2R,3R,4S)-2-(2-(but-1-yn-1-yl)-6-chloro-9H-purin-9-yl)tetrahydrothiophene-3,4-diol C(#CCC)C1=NC(=C2N=CN(C2=N1)[C@@H]1SC[C@H]([C@H]1O)O)Cl